C1OCC12CC(C2)NC2=NC=C1N=C(N(C1=N2)C2CCC(CC2)C(=O)N)NC2=C(C(=CC=C2F)Cl)F (1s,4s)-4-(2-(2-oxaspiro[3.3]heptan-6-ylamino)-8-(3-chloro-2,6-difluorophenylamino)-9H-purin-9-yl)cyclohexanecarboxamide